CC(C(=O)C1=CC=C(C=C1)SC)(C)N1CCOCC1 2-methyl-1-(4-methylsulfanylphenyl)-2-morpholin-4-ylpropan-1-one